C(C)(C)(C)OC(=O)N1C[C@H](N([C@H](C1)C)C1=NC=NC2=CC=C(C=C12)Br)C (3r,5s)-4-(6-bromoquinazolin-4-yl)-3,5-dimethylpiperazine-1-carboxylic acid tert-butyl ester